(S)-4-((4-chlorophenyl)((8-methyl-4-oxochroman-7-yl)oxy)methyl)benzamide ClC1=CC=C(C=C1)[C@H](C1=CC=C(C(=O)N)C=C1)OC1=CC=C2C(CCOC2=C1C)=O